2-Methyl-7-propyl-2-[(E)-4-sulfanylpent-3-enyl]chromen-5-ol CC1(OC=2C=C(C=C(C2C=C1)O)CCC)CC\C=C(/C)\S